(E)-1-(2-hydroxy-4,6-dimethoxyphenyl)-3-(3-methoxyphenyl)prop-2-en-1-one OC1=C(C(=CC(=C1)OC)OC)C(\C=C\C1=CC(=CC=C1)OC)=O